S1C(=CC=C1)CNS(=O)(=O)C N-(thiophen-2-ylmethyl)methanesulfonamide